BrC=1SC(=C(N1)C=1C=NC(=CC1)OC)CC(C)C 2-bromo-5-isobutyl-4-(6-methoxypyridin-3-yl)thiazole